C(C1=CC=CC=C1)OC(=O)NC(C(=O)O)CCCC ((benzyloxy)carbonyl)aminocaproic acid